BrC=1C=CC(=C(C1)O)C=1C=2N(C(=NN1)N[C@H]1CN(CCC1)CC)N=CC2 5-bromo-2-(7-{[(3R)-1-ethylpiperidin-3-yl]amino}pyrazolo[1,5-d][1,2,4]triazin-4-yl)phenol